5-chloro-N-((4-(1-isopropyl-4-(trifluoromethyl)-1H-imidazol-2-yl)phenyl)methyl-d2)-2-methyl-2H-pyrazolo[4,3-d]pyrimidin-7-amine ClC=1N=C(C=2C(N1)=CN(N2)C)NC([2H])([2H])C2=CC=C(C=C2)C=2N(C=C(N2)C(F)(F)F)C(C)C